IC(C(I)(F)F)(F)F 1,2-diiodoperfluoroethane